2-(ethylanilino)ethanol CCN(CCO)C1=CC=CC=C1